CN(C(OCC1=CC=CC=C1)=O)C1CNCC1 benzyl N-methyl-N-(pyrrolidin-3-yl)carbamate